N-(6-(4-methoxyphenyl)-5-methyl-7-oxo-2-phenyl-4,7-dihydropyrazolo[1,5-a]pyrimidin-3-yl)-N-methylcyclopropyl-carboxamide COC1=CC=C(C=C1)C1=C(NC=2N(C1=O)N=C(C2N(C(=O)C2CC2)C)C2=CC=CC=C2)C